C(C)C=1C=C(C=CC1)[C@H]1CC2(CN(C2)C(=O)C2CC(C2)(C)O)CC1 |r| (rac)-(6-(3-ethylphenyl)-2-azaspiro[3.4]oct-2-yl)((1s,3s)-3-hydroxy-3-methylcyclobutyl)methanone